N1C(C=NC2=CC=CC=C12)=O 2(1H)-quinoxalinone